(S)-2-(4-(3-(2-(methoxymethoxy)phenyl)cinnolin-6-yl)-1H-1,2,3-triazol-1-yl)-3-methylbutanoic acid tert-butyl ester C(C)(C)(C)OC([C@H](C(C)C)N1N=NC(=C1)C=1C=C2C=C(N=NC2=CC1)C1=C(C=CC=C1)OCOC)=O